CC1=NOC(=C1CC1=NC(=NO1)[C@@H]1CC12CCN(CC2)S(=O)(=O)N)C (1R)-1-{5-[(3,5-dimethylisoxazol-4-yl)methyl]-1,2,4-oxadiazol-3-yl}-6-azaspiro[2.5]octane-6-sulfonamide